2-chloro-4-methylquinoline-7-carbonitrile ClC1=NC2=CC(=CC=C2C(=C1)C)C#N